C1(=CC=CC=C1)NC1=C2C=CN(C2=C(C=C1)C(=O)N[C@@H](C)C1=CC=C(C(=O)O)C=C1)CC1=CC=C(C=C1)C(F)(F)F (S)-4-(1-(4-(phenylamino)-1-(4-(trifluoromethyl)benzyl)-1H-indol-7-amido)ethyl)benzoic acid